N-((6-cyanopyridin-2-yl)methyl)-5-(4-(trifluoromethyl)phenyl)-2-naphthamide C(#N)C1=CC=CC(=N1)CNC(=O)C1=CC2=CC=CC(=C2C=C1)C1=CC=C(C=C1)C(F)(F)F